tert-Butyl((1S,2R)-1-(4-fluorophenyl)-1-hydroxypropan-2-yl)carbamate C(C)(C)(C)OC(N[C@@H]([C@@H](O)C1=CC=C(C=C1)F)C)=O